O(C1=CC=CC=C1)C1=CC=C(C=C1)C1=NN(C2=NC=NC(=C21)N)C2CCN(CC2)CCOCC[C@@]21[C@@H](OC(O2)(C)C)C[C@@H]2C([C@H]1C2)(C)C 3-(4-phenoxyphenyl)-1-(1-(2-(2-((3aR,4R,6R,7aS)-2,2,5,5-tetramethyltetrahydro-4,6-methanobenzo[d][1,3]dioxol-3a(4H)-yl)ethoxy)ethyl)piperidin-4-yl)-1H-pyrazolo[3,4-d]pyrimidin-4-amine